FC(CC(C1=CC=C(C=C1)F)N1N=CC(=C1)C1=NC(=NC=C1)C1=CC=2N(C=C1)N=C(N2)N)(F)F 7-(4-(1-(3,3,3-trifluoro-1-(4-fluorophenyl)propyl)-1H-pyrazol-4-yl)pyrimidin-2-yl)-[1,2,4]triazolo[1,5-a]pyridin-2-amine